FC(C12CC3CC(CC(C1)C3)C2)(F)F 3-trifluoromethyladamantan